tert-butyl (2R)-6-(benzyloxy)-2-{[(tert-butoxycarbonyl)(2-ethylbutyl)amino]methyl}-5-[(2-tert-butoxy-2-oxoethyl)amino]-4-fluoro-2,3-dihydro-1H-indole-1-carboxylate C(C1=CC=CC=C1)OC1=C(C(=C2C[C@@H](N(C2=C1)C(=O)OC(C)(C)C)CN(CC(CC)CC)C(=O)OC(C)(C)C)F)NCC(=O)OC(C)(C)C